OC1=CC=C2C3=C(C(OC2=C1)=O)C=C1C(=C3)OCO1 3-hydroxy-6H-[1,3]Dioxolo[4',5':4,5]Benzo[1,2-c]Chromen-6-one